methacrylyl-coa C(C(=C)C)(=O)SCCNC(CCNC([C@@H](C(COP(OP(OC[C@@H]1[C@H]([C@H]([C@@H](O1)N1C=NC=2C(N)=NC=NC12)O)OP(=O)(O)O)(=O)O)(=O)O)(C)C)O)=O)=O